ClC1=CC=C(CC2CNCCC2)C=C1 3-(4-chlorobenzyl)piperidine